N-(3-([1,1'-biphenyl]-4-yl)-1-amino-1-oxopropan-2-yl)-4-hydroxy-1-(3-methyl-2-(4-(thiophen-2-yl)-1H-1,2,3-triazol-1-yl)butanoyl)pyrrolidine-2-carboxamide C1(=CC=C(C=C1)CC(C(=O)N)NC(=O)C1N(CC(C1)O)C(C(C(C)C)N1N=NC(=C1)C=1SC=CC1)=O)C1=CC=CC=C1